tert-butyl (4,4-difluorocyclohexyl)(6-((+)-4-hydroxytetrahydro-2H-pyran-3-yl)-2-(3-methyl-1H-pyrazol-1-yl)pyrimidin-4-yl)carbamate FC1(CCC(CC1)N(C(OC(C)(C)C)=O)C1=NC(=NC(=C1)C1COCCC1O)N1N=C(C=C1)C)F